C1CCS(=O)(=O)OC1 14-butanesultone